(R,E)-N-(1-(6-bromo-5-methoxypyridin-2-yl)ethylidene)-2-methylpropane-2-sulfinamide BrC1=C(C=CC(=N1)\C(\C)=N\[S@](=O)C(C)(C)C)OC